C(CCC)C1(C(C2=C(C(=C(C=C2C1)OCCCC(=O)O)Cl)Cl)=O)C1CCCC1 4-[(2-Butyl-6,7-dichloro-2-cyclopentyl-2,3-dihydro-1-oxo-1H-inden-5-yl)oxy]butanoic acid